(9-(3-Chlorophenyl)-6-hydroxypyrazolo[5,1-a]isoquinoline-5-carbonyl)glycine ClC=1C=C(C=CC1)C1=CC=C2C(=C(N3C(C2=C1)=CC=N3)C(=O)NCC(=O)O)O